ClC1=CC=C(CN2C(=C(C3=CC(=CC=C23)C(C)C)C(=O)C2CCC2)CC(C(=O)OCC)(C)C)C=C1 ethyl 3-(1-(4-chlorobenzyl)-3-(cyclobutanecarbonyl)-5-isopropyl-1H-indol-2-yl)-2,2-dimethylpropionate